4-vinylphenylboronic acid sodium salt [Na+].C(=C)C1=CC=C(C=C1)B([O-])[O-].[Na+]